C(C)(C)(C)N=[N+]=[N-] tertiary butyl azide